(3R)-3-amino-5-[(4-chlorophenyl)methyl]-8-fluoro-7-(6-methoxypyridazin-4-yl)-1,1-dioxo-2,3-dihydro-1λ6,5-benzothiazepin-4-one N[C@H]1CS(C2=C(N(C1=O)CC1=CC=C(C=C1)Cl)C=C(C(=C2)F)C2=CN=NC(=C2)OC)(=O)=O